SC1=NC=2N(C(N(C(C2N1C)=O)C)=O)CC#CC=1C=C(C=C(C1)NC(=O)C1CC1)NC(=O)C1CC1 N,N'-(5-(3-(8-mercapto-1,7-dimethyl-2,6-dioxo-1H-purin-3(2H,6H,7H)-yl)prop-1-yn-1-yl)-1,3-phenylene)dicyclopropanecarboxamide